NC1=C(C(=NC=C1C(=O)OC)SC(F)(F)F)F methyl 4-amino-5-fluoro-6-((trifluoromethyl)thio)nicotinate